(3-(1-cyclohexyl-1H-pyrazol-4-yl)-5-fluorobenzyl)-8-cyclopentyl-7H-purine-6-carboxamide C1(CCCCC1)N1N=CC(=C1)C=1C=C(CC2=NC(=C3NC(=NC3=N2)C2CCCC2)C(=O)N)C=C(C1)F